1,1,1,3,3,7,7,9,9,9-decamethyl-5,5-diphenylpentasiloxane C[Si](O[Si](O[Si](O[Si](O[Si](C)(C)C)(C)C)(C1=CC=CC=C1)C1=CC=CC=C1)(C)C)(C)C